(R)-5-(((1-(2-hydroxy-4-(trifluoromethyl)phenyl)pyrido[3,4-d]pyridazin-4-yl)amino)methyl)-1-methylpyrrolidin-2-one OC1=C(C=CC(=C1)C(F)(F)F)C1=C2C(=C(N=N1)NC[C@H]1CCC(N1C)=O)C=NC=C2